NC1=C(SC2=NC(=CC=C21)C)C(=O)N[C@@H]2CC=1C(=NC(=CC1)N1CCNCC1)OC2 (R)-3-amino-6-methyl-N-(7-(piperazin-1-yl)-3,4-dihydro-2H-pyrano[2,3-b]pyridin-3-yl)thieno[2,3-b]pyridine-2-carboxamide